CNC1=NCCC2=CC=CC=C12 (methylamino)-3,4-dihydroisoquinolin